1-(benzo[b]thiophen-2-yl)-2-(pyridin-4-yl)prop-2-en-1-one S1C2=C(C=C1C(C(=C)C1=CC=NC=C1)=O)C=CC=C2